CC(CO)(C(C(C)C)O)C 2,2,4,4-tetramethyl-1,3-butanediol